(7R)-7-((E)-2-(2-aminothiazol-4-yl)-2-(methoxyimino)acetamido)-8-oxo-3-((phenylthio)methyl)-5-thia-1-azabicyclo[4.2.0]oct-2-ene-2-carboxylic acid NC=1SC=C(N1)\C(\C(=O)N[C@H]1C2SCC(=C(N2C1=O)C(=O)O)CSC1=CC=CC=C1)=N/OC